8-(4-(1,4-diazabicyclo[3.2.1]octan-4-yl)-2-chlorophenyl)-6-(1-methylcyclopropoxy)-9-((4-methylpyridin-2-yl)methyl)-9H-purine N12CCN(C(CC1)C2)C2=CC(=C(C=C2)C=2N(C1=NC=NC(=C1N2)OC2(CC2)C)CC2=NC=CC(=C2)C)Cl